(1-naphthyl)ethanamine C1(=CC=CC2=CC=CC=C12)C(C)N